The molecule is a withanolide that is 22,26-epoxyergosta-1,4,24-triene-18-al substituted by oxo groups at positions 3 and 26. Isolated from a Formosan soft coral, Paraminabea acronocephala, it exhibits cytotoxic activity. It has a role as a coral metabolite, an antineoplastic agent and an EC 1.14.13.39 (nitric oxide synthase) inhibitor. It is an ergostanoid, a withanolide, a delta-lactone, a 3-oxo-Delta(1),Delta(4)-steroid and a steroid aldehyde. CC1=C(C(=O)O[C@H](C1)[C@@H](C)[C@H]2CC[C@@H]3[C@@]2(CC[C@H]4[C@H]3CCC5=CC(=O)C=C[C@]45C)C=O)C